N[C@@H](CC(=O)OCC)C=1C=C(C=C(C1F)C)C1=C(C=C(C=C1C)OC)C ethyl (S)-3-amino-3-(4-fluoro-4'-methoxy-2',5,6'-trimethyl-[1,1'-biphenyl]-3-yl)propanoate